1-((2R,5R)-5-ethynyl-5-(hydroxymethyl)-2,5-dihydrofuran-2-yl)-5-(methyl-d3)pyrimidine-2,4(1H,3H)-dione C(#C)[C@]1(C=C[C@@H](O1)N1C(NC(C(=C1)C([2H])([2H])[2H])=O)=O)CO